2-(5-amino-3-phenyl-1H-pyrazol-1-yl)thiazole-4-carboxylic acid ethyl ester C(C)OC(=O)C=1N=C(SC1)N1N=C(C=C1N)C1=CC=CC=C1